CNC=1N=CC(=NC1C=1C2=C(C=NC1)N(C=N2)C)C(=O)N 5-(methyl-amino)-6-(3-methylimidazo[4,5-c]pyridin-7-yl)pyrazine-2-carboxamide